S(=O)(=O)(OCCCCCCCCCCCCCCCCCCCC)[O-].[NH4+] ammonium cosyl sulfate